((S)-1-(((2R,3S,4R,5R)-5-(6-chloro-4-(cyclopentylamino)-1H-pyrazolo[3,4-d]pyrimidin-1-yl)-3,4-dihydroxytetrahydrofuran-2-yl)methoxy)ethyl)phosphonic acid ClC1=NC(=C2C(=N1)N(N=C2)[C@H]2[C@@H]([C@@H]([C@H](O2)CO[C@H](C)P(O)(O)=O)O)O)NC2CCCC2